2-(6-{[(1R,3R)-3-{[(7S)-5-(tert-butoxycarbonyl)-7-fluoro-5-azaspiro[3.4]octane-7-carbonyl]amino}cyclopentyl]oxy}-2'-cyclobutyl-3'-fluoro[1,1'-biphenyl]-3-yl)-2-methylpropanoic acid C(C)(C)(C)OC(=O)N1C2(CCC2)C[C@](C1)(C(=O)N[C@H]1C[C@@H](CC1)OC1=CC=C(C=C1C1=C(C(=CC=C1)F)C1CCC1)C(C(=O)O)(C)C)F